(1R,2S,SR)-5-methyl-2-propan-2-ylcyclohexane CC1CCC(CC1)C(C)C